N-di(2-ethyl)hexyl-acetamide CCC(CCCCCNC(C)=O)CC